CC1=CC=C(CO)C=C1 4-METHYLBENZYL ALCOHOL